4-(phenylamino)-2-((tetrahydrofuran-2-yl)methylamino)pyrimidine-5-carboxamide C1(=CC=CC=C1)NC1=NC(=NC=C1C(=O)N)NCC1OCCC1